NC1=NC(=NC=C1OC1=C(C=C(C(=C1)Cl)OC)C(C)C)NC(COC(NC)=O)C Methyl-carbamic acid 2-[4-amino-5-(5-chloro-2-isopropyl-4-methoxy-phenoxy)-pyrimidin-2-ylamino]-propyl ester